O=C\1N(C2=CC=CC=C2/C1=C\1/NC2=CC=CC=C2C1=O)C(=O)NCC[NH3+] 2-[[(3Z)-2-oxo-3-(3-oxoindolin-2-ylidene)indoline-1-carbonyl]amino]ethylammonium